tert-butyl 4-(3-fluoro-4-(methoxycarbonyl)phenyl)-3,6-dihydropyridine-1(2H)-carboxylate FC=1C=C(C=CC1C(=O)OC)C=1CCN(CC1)C(=O)OC(C)(C)C